C=1(C(=CC(=C(C1)C#N)C#N)C#N)C#N 1,2,4,5-benzene-tetracarbonitrile